(R)-2-(4-(1-(difluoromethyl)cyclopropyl)phenyl)-N-(1-(1-(2,2,2-trifluoroethyl)-1H-pyrazolo[3,4-c]pyridin-5-yl)ethyl)acetamide FC(C1(CC1)C1=CC=C(C=C1)CC(=O)N[C@H](C)C=1C=C2C(=CN1)N(N=C2)CC(F)(F)F)F